ClC1=C(C=CC=C1C1=C(C(=NC=C1)Cl)Cl)C1=CC=C(C(=N1)OC)CN(C(OC(C)(C)C)=O)C[C@H]1NC(CC1)=O (S)-tert-butyl ((6-(2-chloro-3-(2,3-dichloropyridin-4-yl)phenyl)-2-methoxypyridin-3-yl)methyl)((5-oxopyrrolidin-2-yl) methyl)carbamate